C(#N)CC1CCN(CC1)N1C(=NC=2C1=C1C(=NC2)N(C=C1)C(=O)OC(C)(C)C)[C@@H](C)OC(=O)OC1=CC=C(C=C1)[N+](=O)[O-] tert-butyl (R)-1-(4-cyanomethylpiperidin-1-yl)-2-(1-(((4-nitrophenoxy)carbonyl)oxy)ethyl)imidazo[4,5-d]pyrrolo[2,3-b]pyridin-6(1H)-carboxylate